5-amino-3,5-dideoxy-D-erythro-pentose NC[C@H](C[C@H](C=O)O)O